COCC(=O)O[C@]1([C@H](C2=CC=C(C=C2CC1)F)C(C)C)CCN(C)CCCC1=NC2=C(N1)C=CC=C2 (1s,2s)-2-(2-((3-(1H-benzo[d]imidazol-2-yl) propyl) (methyl) amino) ethyl)-6-fluoro-1-isopropyl-1,2,3,4-tetrahydronaphthalen-2-yl 2-methoxyacetate